C(C(C)C)(=O)OC=1C(=NC=CC1OC)C(N[C@@H](C)C1=NOC(=N1)C1=CC=C(C=C1)F)=O (S)-2-((1-(5-(4-fluorophenyl)-1,2,4-oxadiazol-3-yl)ethyl)carbamoyl)-4-methoxypyridin-3-yl isobutyrate